tert-butyl (S)-(3-(3,6-dimethylpyrazin-2-yl)-5-hydroxypentyl)(methyl)carbamate CC=1C(=NC(=CN1)C)[C@@H](CCN(C(OC(C)(C)C)=O)C)CCO